C(#N)C=CC=1C=C2C(=C(C(=NC2=C(C1C1=C(C(=CC=C1)Cl)Cl)F)C)C(=O)OCC)O ethyl 6-(2-cyanovinyl)-7-(2,3-dichlorophenyl)-8-fluoro-4-hydroxy-2-methylquinoline-3-carboxylate